ClC=1C=C(C=C(C1)Cl)S(=O)(=O)O 3,5-dichlorobenzenesulfonic acid